C1(CC1)OC1=C(C(=C(NC=2C3=C(N=CN2)C=CC(=N3)N3[C@@H]2CN([C@H](C3)C2)C(=O)OC(C)(C)C)C=C1)F)F tert-butyl (1S,4S)-5-[4-[4-(cyclopropoxy)-2,3-difluoro-anilino]pyrido[3,2-d]pyrimidin-6-yl]-2,5-diazabicyclo[2.2.1]heptane-2-carboxylate